1-(5-chlorobenzofuran-2-carboxamido)piperidine-4-carboxylic acid ClC=1C=CC2=C(C=C(O2)C(=O)NN2CCC(CC2)C(=O)O)C1